C1(CC1)N1N=C(C(=C1)N)OC 1-CYCLOPROPYL-3-METHOXY-1H-PYRAZOL-4-AMINE